(3,4-epoxycyclohexyl)ethyltri-methoxysilane C1(CC2C(CC1)O2)CC[Si](OC)(OC)OC